N-(4-(5-(4-(4,4-difluoropiperidin-1-yl)thiazol-2-yl)-1H-imidazol-2-yl)-3-(6-azaspiro[2.5]octan-6-yl)phenyl)-2-hydroxyethane-1-sulfonamide FC1(CCN(CC1)C=1N=C(SC1)C1=CN=C(N1)C1=C(C=C(C=C1)NS(=O)(=O)CCO)N1CCC2(CC2)CC1)F